3-{[bis(2-thienylmethyl)carbamoyl](butyl)amino}-N,N-bis(2-thienylmethyl)propionamide S1C(=CC=C1)CN(C(=O)N(CCC(=O)N(CC=1SC=CC1)CC=1SC=CC1)CCCC)CC=1SC=CC1